tert-butyl (4-((4-(((2-aminoacetamido)methoxy)methyl)benzyl)oxy)phenyl)carbamate NCC(=O)NCOCC1=CC=C(COC2=CC=C(C=C2)NC(OC(C)(C)C)=O)C=C1